rac-8-((2,4-dimethylphenyl)sulfonyl)-1-oxa-8-azaspiro[4.5]decan-3-one CC1=C(C=CC(=C1)C)S(=O)(=O)N1CCC2(CC(CO2)=O)CC1